The molecule is an organic sulfide and a carbamate ester. It has a role as an EC 3.1.1.7 (acetylcholinesterase) inhibitor, a carbamate insecticide, an agrochemical and a molluscicide. It derives from a methomyl. C/C(=N\\OC(=O)NSNC(=O)O/N=C(/SC)\\C)/SC